CC1(NC(C=2N1C(C(=CC2)N2CCC1=C2N=CN=C1)=O)=O)C 3,3-dimethyl-6-(5H-pyrrolo[2,3-d]pyrimidin-7(6H)-yl)-2,3-dihydroimidazo[1,5-a]pyridine-1,5-dione